5-fluoro-2,3-dimethyl-1H-indole-7-carboxamide hydrochloride Cl.FC=1C=C2C(=C(NC2=C(C1)C(=O)N)C)C